(4-Benzylthio-2-methyl-phenyl)-4-(3-isopropyl-2-methyl-imidazol-4-yl)pyrimidine-2-amine C(C1=CC=CC=C1)SC1=CC(=C(C=C1)C=1C(=NC(=NC1)N)C=1N(C(=NC1)C)C(C)C)C